α-D-Glucopyranosyl-(1→2)-α-D-glucopyranosyl-(1→4)-α-D-glucopyranosyl-(1→4)-α-D-glucopyranosyl-(1→4)-α-D-glucopyranosyl-(1→4)-α-D-glucopyranosyl-(1→4)-D-glucopyranose [C@H]1([C@H](O)[C@@H](O)[C@H](O)[C@H](O1)CO)O[C@H]1[C@H](O[C@@H]([C@H]([C@@H]1O)O)CO)O[C@H]1[C@@H]([C@H]([C@H](O[C@@H]1CO)O[C@H]1[C@@H]([C@H]([C@H](O[C@@H]1CO)O[C@H]1[C@@H]([C@H]([C@H](O[C@@H]1CO)O[C@H]1[C@@H]([C@H]([C@H](O[C@@H]1CO)O[C@H]1[C@@H]([C@H](C(O)O[C@@H]1CO)O)O)O)O)O)O)O)O)O)O